N(=C=O)C1C(C)C(CCC1)N=C=O hexahydro-2,6-diisocyanatotoluene